5-(4-fluorophenyl)-4-(2-methoxyethoxy)-N-(4-((4-methylpiperazin-1-yl)methyl)phenyl)-7H-pyrrolo[2,3-d]pyrimidin-2-amine FC1=CC=C(C=C1)C1=CNC=2N=C(N=C(C21)OCCOC)NC2=CC=C(C=C2)CN2CCN(CC2)C